ClC=1C=CC(=C(C1)O)C=1N=NC(=CC1CC)N1C[C@H](OCC1)CO 5-chloro-2-[4-ethyl-6-[(2S)-2-(hydroxymethyl)morpholin-4-yl]pyridazin-3-yl]phenol